N-(4-(2-(((1r,4r)-4-(dimethylamino)cyclohexyl)amino)-8-iso-propyl-7-oxo-7,8-dihydropyrido[2,3-d]-pyrimidin-6-yl)-2,3,6-trifluorophenyl)-2-fluorocyclopropane-1-carboxamide CN(C1CCC(CC1)NC=1N=CC2=C(N1)N(C(C(=C2)C2=C(C(=C(C(=C2)F)NC(=O)C2C(C2)F)F)F)=O)C(C)C)C